C(C)(C)(C)OC(=O)N1CC2=CN(CC2(C1)C)C1=NC(=NC=C1)Cl 5-(2-Chloropyrimidin-4-yl)-3a-Methylpyrrolo[3,4-c]pyrrole-2(1H)-carboxylic acid tert-butyl ester